5-chloro-2-(2-cyclopropyl-4,6-dimethoxypyrimidin-5-yl)-1-methyl-1H-pyrrolo[2,3-c]pyridine ClC=1C=C2C(=CN1)N(C(=C2)C=2C(=NC(=NC2OC)C2CC2)OC)C